(Z)-2-((5-(3-((tert-butyldimethylsilyl)oxy)-2-fluorophenyl)-3-(2-fluorobenzyl)pyrazin-2-yl)amino)-3-(furan-2-yl)acrylic acid tert-butyl ester C(C)(C)(C)OC(/C(=C/C=1OC=CC1)/NC1=NC=C(N=C1CC1=C(C=CC=C1)F)C1=C(C(=CC=C1)O[Si](C)(C)C(C)(C)C)F)=O